ClC=1C=CC(=C(C(=O)N2C3CC([C@H]([C@H]2CNC=2OC4=NC=CC=C4N2)C)C3)C1)N1N=CC=N1 |o1:12,13| N-{[(3S,4R) or (3R,4S)-2-[5-chloro-2-(2H-1,2,3-triazol-2-yl)benzoyl]-4-methyl-2-azabicyclo[3.1.1]heptan-3-yl]methyl}-[1,3]oxazolo[5,4-b]pyridin-2-amine